NC1=NC(=CC(=N1)N1[C@@H](COCCC1)C1=C(C=C(C(=O)N(C)CCN(C)C)C=C1)Cl)C |r| (±)-4-(4-(2-Amino-6-methylpyrimidin-4-yl)-1,4-oxazepan-3-yl)-3-chloro-N-(2-(dimethylamino)ethyl)-N-methylbenzamide